C(C1=CC=CC=C1)OC=1C=C(C=CC1)C1=CC=C2C=3C=C(C(=CC3C(C2=C1)=O)OC)N1C=NC(=C1)C 7-(3-(benzyloxy)phenyl)-2-methoxy-3-(4-methyl-1H-imidazol-1-yl)-9H-fluoren-9-one